1-[6-(2,2-difluoromorpholin-4-yl)-3-fluoro-4-(trifluoromethyl)pyridin-2-yl]-3-[(1-ethyl-1H-pyrazol-4-yl)methyl]-1,3-dihydro-2H-imidazol-2-one FC1(CN(CCO1)C1=CC(=C(C(=N1)N1C(N(C=C1)CC=1C=NN(C1)CC)=O)F)C(F)(F)F)F